(R)-4-chloro-5-(3-((4-(1-(2-hydroxy-2-methylpropyl)-3,5-dimethyl-1H-pyrazol-4-yl)pyridin-2-yl)oxy)pyrrolidin-1-yl)-2-(2-hydroxyethyl)pyridazin-3(2H)-one ClC=1C(N(N=CC1N1C[C@@H](CC1)OC1=NC=CC(=C1)C=1C(=NN(C1C)CC(C)(C)O)C)CCO)=O